cyclooct-2-yn-1-yl ethane-1,2-diyldicarbamate C(CNC([O-])=O)NC(OC1C#CCCCCC1)=O